3-pyridazineboronic acid N1=NC(=CC=C1)B(O)O